BrCCCN(C#N)C N-(3-bromopropyl)-N-methylcyanamide